methyl (E)-4-(2-methylpyrrolidin-1-yl)but-2-enoate CC1N(CCC1)C/C=C/C(=O)OC